(3-hydroxy-bicyclo[1.1.1]pentan-1-yl)carbamic acid OC12CC(C1)(C2)NC(O)=O